O=C(C(=O)O)NC1=CC=CC=C1 2-oxo-2-(phenylamino)acetic acid